(trans)-Methyl 4-(2-bromo-4-fluorophenyl)-6-(4-(methoxycarbonyl)cyclohexyl)-2-(thiazol-2-yl)-1,4-dihydropyrimidine-5-carboxylate BrC1=C(C=CC(=C1)F)C1N=C(NC(=C1C(=O)OC)[C@@H]1CC[C@H](CC1)C(=O)OC)C=1SC=CN1